N-(2-aminoethyl)3-aminopropyl-monomethyl-dimethoxysilane NCCNCCC[Si](OC)(OC)C